The molecule is an ergot alkaloid that is ergoline substituted by a 2-methylbut-3-en-2-yl group at position 2 and methyl groups at positions 6 and 8 (the 8beta stereoisomer). It is isolated from an endophytic fungus, Aspergillus fumigatus, and exhibits potent cytotoxicity against human leukemia cells (K562). It has a role as an antineoplastic agent and an Aspergillus metabolite. It derives from a fumigaclavine C. It derives from a hydride of an ergoline. C[C@@H]1C[C@H]2[C@@H](CC3=C(NC4=CC=CC2=C34)C(C)(C)C=C)N(C1)C